5,8,11,14,17-pentaazatricosane-22-ynecarboxylic acid C(CCCNCCNCCNCCNCCNCCCCC#C)C(=O)O